(R)-N-(1-(8-ethynyl-1-oxo-2-phenyl-1,2,4,5-tetrahydrocyclopenta[de]isoquinolin-3-yl)ethyl)-2-((N-methylsulfamoyl)amino)pyrazolo[1,5-a]pyrimidine-3-carboxamide C(#C)C1=CC=C2C=3C(=C(N(C(C13)=O)C1=CC=CC=C1)[C@@H](C)NC(=O)C=1C(=NN3C1N=CC=C3)NS(NC)(=O)=O)CC2